2-((2-(4,6-bis(2-((2-((tert-butoxycarbonyl)amino)ethyl)thio)ethyl)-2,4,6-trimethyl-1,3,5,2,4,6-trioxatrisilinan-2-yl)ethyl)thio)ethane-1-sulfonic acid C(C)(C)(C)OC(=O)NCCSCC[Si]1(O[Si](O[Si](O1)(C)CCSCCNC(=O)OC(C)(C)C)(C)CCSCCS(=O)(=O)O)C